2-Chloro-5-((4-(2-(4-chlorophenyl)-6-fluoroimidazo[1,2-a]pyridin-3-yl)-1H-1,2,3-triazol-1-yl)methyl)benzamid ClC1=C(C(=O)N)C=C(C=C1)CN1N=NC(=C1)C1=C(N=C2N1C=C(C=C2)F)C2=CC=C(C=C2)Cl